OC(CN1C[C@@H]2[C@H](C1)CC(C2)OC2=CC=NC=C2)C2=CC=C(C=C2)O rac-4-(1-hydroxy-2-((3aR,5s,6aS)-5-(pyridin-4-yloxy)hexahydrocyclopenta[c]pyrrol-2(1H)-yl)ethyl)phenol